4,5-dimethylfurfural CC=1C=C(C=O)OC1C